OCCOC1=CC=C(C=C1)C(C)(C)C1=CC=C(C=C1)OCCO 2,2-bis-(4-(2-hydroxyethoxy)phenyl)propane